(R,Z)-1-((5-bromo-2'-chloro-[1,1'-biphenyl]-2-yl)sulfonyl)-4-methoxy-N-(4-(methylsulfonyl)but-3-en-2-yl)piperidine-4-carboxamide BrC=1C=CC(=C(C1)C1=C(C=CC=C1)Cl)S(=O)(=O)N1CCC(CC1)(C(=O)N[C@H](C)\C=C/S(=O)(=O)C)OC